9,9-dimethyl-N-(phenyl-d5)-9H-fluoren-2-amine CC1(C2=CC=CC=C2C=2C=CC(=CC12)NC1=C(C(=C(C(=C1[2H])[2H])[2H])[2H])[2H])C